ethyl (S)-1-(N-methyl-N-(2-oxo-4-(o-tolyl)-2H-chromen-7-yl)-D-alanyl)piperidine-3-carboxylate CN([C@H](C)C(=O)N1C[C@H](CCC1)C(=O)OCC)C1=CC=C2C(=CC(OC2=C1)=O)C1=C(C=CC=C1)C